3-(cyclopentylamino)propionic acid C1(CCCC1)NCCC(=O)O